N1=C(C=NC=C1)N1CCN(C2=CC=CC=C12)C1CNCC1 4-(pyrazin-2-yl)-N-(pyrrolidin-3-yl)-3,4-dihydroquinoxaline